ethyl (R or S)-6-bromo-8-(1-methoxyethyl)imidazo[1,2-a]pyridine-2-carboxylate BrC=1C=C(C=2N(C1)C=C(N2)C(=O)OCC)[C@@H](C)OC |o1:15|